(1S,5S)-3-(4-chloro-2-fluoro-phenyl)-3,6-diazabicyclo[3.2.0]heptane ClC1=CC(=C(C=C1)N1C[C@@H]2CN[C@@H]2C1)F